C(#N)C=1C(=CC(=NC1)NC(=O)N1CCCC2=CC(=C(N=C12)C=O)CN1C(CN(CC1)C)=O)NCC1(CC1)SCC N-(5-cyano-4-(((1-(ethyl-thio)cyclopropyl)methyl)amino)pyridin-2-yl)-7-formyl-6-((4-methyl-2-oxopiperazin-1-yl)methyl)-3,4-dihydro-1,8-naphthyridine-1(2H)-carboxamide